N1N=CN=C1 (E)-1H-1,2,4-triazole